(6-amino-5-methoxyindol-1-yl)ethan-1-one NC1=C(C=C2C=CN(C2=C1)C(C)=O)OC